C(C)(=O)OC1=CC=C(CCO)C=C1 p-acetoxyphenethyl alcohol